2-[(3-chlorophenyl)hydrazono]malononitrile ClC=1C=C(C=CC1)NN=C(C#N)C#N